C1(CCCCC1)C1=NOC(O1)=O 3-cyclohexyl-1,4,2-dioxazol-5-one